ClC1=CNC2=C(C=CC(=C12)Cl)NS(=O)(=O)C1=CC=C(C=C1)S(=O)(=O)N(C1CCN(CC1)C(C(F)(F)F)=O)CCC N1-(3,4-dichloro-1H-indol-7-yl)-N4-propyl-N4-(1-(2,2,2-trifluoroacetyl)piperidin-4-yl)benzene-1,4-disulfonamide